2-(γ-morpholino-propyl)-s-triazolo-[4,3-a]-pyridin-3-one O1CCN(CC1)CCCN1N=C2N(C=CC=C2)C1=O